C(C)(C)C1=C(NC2=CC=C(C=C12)C1CCN(CC1)CC(=O)NC)C=1C=CC=2N(C1C)C=NN2 2-(4-(3-isopropyl-2-(5-methyl-[1,2,4]triazolo[4,3-a]pyridin-6-yl)-1H-indol-5-yl)piperidin-1-yl)-N-methylacetamide